12H-phthaloperine-12-one C1=CC=C2C=CC=C3N=C4C5=CC=CC=C5C(N4C1=C23)=O